[C@H]12CC(C[C@H](CC1)N2)N(C=2SC=1N=C(SC1N2)C=2C=NC(=NC2)C=2C=NNC2)C N-[(1R,3s,5S)-8-Azabicyclo[3.2.1]octan-3-yl]-N-methyl-5-[2-(1H-pyrazol-4-yl)pyrimidin-5-yl][1,3]thiazolo[5,4-d][1,3]thiazol-2-amin